CC1=NC(=NC(=C1)C)SC1=C(C(=C(C(=C1F)F)S(=O)(=O)N)F)F 4-[(4,6-dimethylpyrimidin-2-yl)thio]-2,3,5,6-tetrafluorobenzenesulfonamide